COC(=O)C1=CC2=C(N=C(O2)N2CCOCC2)C=C1N 5-Amino-2-morpholino-benzo[d]oxazole-6-carboxylic acid methyl ester